2,5-dioxopyridine O=C1N=CC(C=C1)=O